2-((2S,4S)-1-acryloyl-4-(4-(3-(dimethylamino)azetidin-1-yl)-7-(3-hydroxynaphthalen-1-yl)-6-oxo-6,7-dihydro-1H-imidazo[4,5-c][1,7]naphthyridin-1-yl)piperidin-2-yl)acetonitrile C(C=C)(=O)N1[C@@H](C[C@H](CC1)N1C=NC=2C(=NC=3C(N(C=CC3C21)C2=CC(=CC1=CC=CC=C21)O)=O)N2CC(C2)N(C)C)CC#N